4-(5-iodo-7-tosyl-7H-pyrrolo[2,3-d]pyrimidin-4-yl)piperazine-1-carboxylic acid tert-butyl ester C(C)(C)(C)OC(=O)N1CCN(CC1)C=1C2=C(N=CN1)N(C=C2I)S(=O)(=O)C2=CC=C(C)C=C2